methyl 2-({3-chloro-2-[(4-chloro-2-fluoro-1-benzofuran-7-yl) methoxy]-6,8-dihydro-5H-1,7-naphthyridin-7-yl} methyl)-3-[(2S)-oxetan-2-ylmethyl]-1,3-benzodiazole-5-carboxylate ClC=1C(=NC=2CN(CCC2C1)CC=1N(C2=C(N1)C=CC(=C2)C(=O)OC)C[C@H]2OCC2)OCC2=CC=C(C=1C=C(OC12)F)Cl